NC(C(CO[Si](C)(C)C(C)(C)C)(C)NC(=O)C1=C(C=C2C=CC(=CN12)O)C)=O N-(1-amino-3-((tert-butyldimethylsilyl)oxy)-2-methyl-1-oxopropan-2-yl)-6-hydroxy-2-methylindolizine-3-carboxamide